C1(=CC=CC=C1)OP(=O)(OC1=CC=CC=C1)OC1=CC=C2C(=CC(OC2=C1)=O)CCl 7-diphenylphosphonooxy-4-chloromethylcoumarin